FC=1C=C2C(=NC1)C(=CN2)C2CCN(CC2)C2=CC1=C(N=C(O1)N1CCOCC1)C=C2 6-(4-(6-fluoro-1H-pyrrolo[3,2-b]pyridin-3-yl)piperidin-1-yl)-2-morpholinobenzo[d]oxazole